4-((3-(isopentyloxy)-2-nitrophenyl)amino)-N-(3-methoxy-4-methylphenyl)cyclohexanecarboxamide C(CC(C)C)OC=1C(=C(C=CC1)NC1CCC(CC1)C(=O)NC1=CC(=C(C=C1)C)OC)[N+](=O)[O-]